(R)-4-(3H-[1,2,3]triazolo[4,5-b]pyridin-3-yl)-N-(7-bromoisoquinolin-1-yl)-2-fluoro-N-(piperidin-3-yl)benzamide N1=NN(C2=NC=CC=C21)C2=CC(=C(C(=O)N([C@H]1CNCCC1)C1=NC=CC3=CC=C(C=C13)Br)C=C2)F